ClC=1N=C2N(N=C(C=C2)CCC)C1S(=O)(=O)NC(=O)NC1=NC(=CC(=N1)OC)OC 1-((2-chloro-6-propyl-imidazo[1,2-b]pyridazin-3-yl)sulfonyl)-3-(4,6-dimethoxypyrimidin-2-yl)urea